ethyl-vinyl-aminobenzene methyl-propionate COC(CC)=O.C(C)C=1C(=C(C=CC1)N)C=C